FC1=CC=C(C=C1)C=1C=C2C(=NC=NC2=C(C1)OCCOC)NCC=1N=NC(=CC1)C 6-(4-Fluorophenyl)-8-(2-methoxyethoxy)-N-[(6-methylpyridazin-3-yl)methyl]quinazolin-4-amine